Cl.CN[C@@H]1CCC(N1)=O (S)-5-(methylamino)pyrrolidin-2-one hydrochloride